C(C1=CC=CC=C1)OC1CC(=O)OC1 beta-benzyloxy-gamma-butyrolactone